dodecyl-1-yl-(ethyl)(dimethylammonium) ammonium [NH4+].C(CCCCCCCCCCC)=C[NH+](C)CC